CN(CCNC(=O)C=1C=NC(=CC1)C=1N(C(=CC1)C1=CC=C(C=C1)F)C1=C(C=CC=C1)C(F)(F)F)C N-[2-(dimethylamino)ethyl]-6-[5-(4-fluorophenyl)-1-[2-(trifluoromethyl)phenyl]pyrrol-2-yl]pyridine-3-carboxamide